FC=1C=C(C=CC1F)CC(CC(C)(C)OC)=O 1-(3,4-difluorophenyl)-4-methoxy-4-methyl-pentan-2-one